O8-(1-ethylnonyl) O1-[3-hydroxy-2-(hydroxymethyl)propyl] octanedioate C(CCCCCCC(=O)OC(CCCCCCCC)CC)(=O)OCC(CO)CO